3-methyl-6-azabicyclo[3.1.1]heptane hydrochloride Cl.CC1CC2NC(C1)C2